C(C)OC=1C=C(C=CC1)B1OC(C(O1)(C)C)(C)C 2-(3-Ethoxyphenyl)-4,4,5,5-tetramethyl-1,3,2-dioxaborolane